N1-(2-(dimethylamino)ethyl)-N4-(4-(4-fluoro-1-isopropyl-2-methyl-1H-benzo[d]imidazole-6-yl)pyrimidin-2-yl)-N1-methyl-2-nitro-5-(2,2,2-trifluoroethoxy)benzene-1,4-diamine CN(CCN(C1=C(C=C(C(=C1)OCC(F)(F)F)NC1=NC=CC(=N1)C=1C=C(C2=C(N(C(=N2)C)C(C)C)C1)F)[N+](=O)[O-])C)C